N[C@@H]1C2=CC(=CC=C2CC12CCN(CC2)C2=NC(=C(C(=N2)C(=O)N)C2=C(C(=CC=C2)Cl)Cl)C)OC 2-((S)-1-amino-6-methoxy-1,3-dihydrospiro[indene-2,4'-piperidin]-1'-yl)-5-(2,3-dichlorophenyl)-6-methylpyrimidine-4-carboxamide